bis(5-diethylaminocarbonyloxy-2,4-dimethylphenyl) hexasulfide C(C)N(C(=O)OC=1C(=CC(=C(C1)SSSSSSC1=C(C=C(C(=C1)OC(=O)N(CC)CC)C)C)C)C)CC